triphenylcresol C1(=CC=CC=C1)C(C1=CC=CC=C1O)(C1=CC=CC=C1)C1=CC=CC=C1